CN(C)CC1(CCN(CC1)C1=CC=C(C=C1)NC(=O)C=1C(NC=CC1NC1=C(C2=C(OCCN2)N=C1)C)=O)OC N-(4-(4-((dimethylamino)methyl)-4-methoxypiperidin-1-yl)phenyl)-4-((8-methyl-2,3-dihydro-1H-pyrido[2,3-b][1,4]oxazin-7-yl)amino)-2-oxo-1,2-dihydropyridine-3-carboxamide